N1C(=CC2=CC=CC=C12)CCCC(=O)O indole-butyric acid